1-cyclopentyl-3-(5-ethynyl-2-((3-(methyl((1s,3s)-3-((methylsulfonyl)methyl)cyclobutyl)amino)phenyl)amino)pyrido[2,3-d]pyrimidin-7-yl)urea C1(CCCC1)NC(=O)NC=1C=C(C2=C(N=C(N=C2)NC2=CC(=CC=C2)N(C2CC(C2)CS(=O)(=O)C)C)N1)C#C